C1(=CC=CC=C1)S(=O)(=O)NC1=CC=C(C=C1)C1=NNC(=C1C(=O)N)NC1=NC=CC=C1 3-(4-(phenylsulfonamido)phenyl)-5-(pyridin-2-ylamino)-1H-pyrazole-4-carboxamide